C(CCC)(=O)OCCOC(CCC)=O ethyleneglycol dibutyrate